C(C1=CC=CC=C1)OC=1C(C(=CN2C1C(N1CCC[C@@H]2CC1)=O)C(=O)NCC1=C(C=C(C=C1F)F)F)=O |o1:19| (R)- or (S)-11-(Benzyloxy)-1,10-dioxo-N-(2,4,6-trifluorobenzyl)-1,3,4,5,6,10-hexahydro-2,6-ethanopyrido[1,2-a][1,4]diazocine-9-carboxamide